FC(C1=NC=CC(=C1)C1=CN(C2=NC=C(C=C21)C=2C(=NN(C2)C2CCNCC2)OC)S(=O)(=O)C2=CC=C(C)C=C2)F 3-(2-(difluoromethyl)pyridin-4-yl)-5-(3-methoxy-1-(piperidin-4-yl)-1H-pyrazol-4-yl)-1-tosyl-1H-pyrrolo[2,3-b]pyridine